C(C)OC1=C(C(=O)NC[C@@H](O)[C@H]2N(CC3=CC(=CC=C3C2)OCOC)C(=O)OC(C)(C)C)C=CC(=C1)C(=O)N1C2COCC1CCC2 tert-butyl (3S)-3-[(1R)-2-[[2-ethoxy-4-(3-oxa-9-azabicyclo[3.3.1]nonane-9-carbonyl)benzoyl]amino]-1-hydroxy-ethyl]-7-(methoxymethoxy)-3,4-dihydro-1H-isoquinoline-2-carboxylate